2-hydrazino-2-methyl-propionic acid N(N)C(C(=O)O)(C)C